NC1=NC=NN2C1=C(C=C2C2CCN(CC2)C(C(C)(C)O)=O)Br 1-(4-(4-amino-5-bromopyrrolo[2,1-f][1,2,4]triazin-7-yl)piperidin-1-yl)-2-hydroxyl-2-methylpropan-1-one